7-bromo-1H-indole BrC=1C=CC=C2C=CNC12